DL-N-carbamyl-phenylalanine C(N)(=O)N[C@H](CC1=CC=CC=C1)C(=O)O |r|